2-(isoindolin-2-yl)-2-methylpropanoic acid C1N(CC2=CC=CC=C12)C(C(=O)O)(C)C